3-cyclopropyl-2-(5,6-difluoro-1H-benzo[d]imidazol-1-yl)-3H-imidazo[4,5-b]pyridine-5-carbonitrile C1(CC1)N1C(=NC=2C1=NC(=CC2)C#N)N2C=NC1=C2C=C(C(=C1)F)F